2-(2,6-dichloro-3-pyridinyl)acetic acid ClC1=NC(=CC=C1CC(=O)O)Cl